COC(C1=C(C=C(C(=C1)Cl)F)NC1=C(C=C(C=C1)F)CN(CCC1=NC(=CC=C1[N+](=O)[O-])OC)C(=O)OC(C)(C)C)=O ((2-(((tert-Butoxycarbonyl)(2-(6-methoxy-3-nitropyridin-2-yl)ethyl)-amino)methyl)-4-fluorophenyl)amino)-5-chloro-4-fluoro-benzoic acid methyl ester